BrC1=C(SC2=C1OC(=C(C2=O)C)C2=CC=C(C=C2)N2CC(C2)N(C)C)C 3-Bromo-5-{4-[3-(dimethylamino)azetidin-1-yl]phenyl}-2,6-dimethyl-7H-thieno[3,2-b]pyran-7-one